O(C1=CC=CC=C1)C1=CC=CC=2SC3=CC=CC=C3C(C12)=O 1-Phenoxythioxanthone